C(C1=CC=CC=C1)OCC1CCC(CC1)C=1SC2=C(N1)C=C(C(=C2)NC(OC(C)(C)C)=O)OC tert-butyl N-[2-[4-(benzyloxymethyl)cyclohexyl]-5-methoxy-1,3-benzothiazol-6-yl]carbamate